ClC1=CC=C(C=C1)P(C1=CC=CC=C1)(C1=NC2=CC=CC=C2C(=C1)C(F)F)=O (4-chlorophenyl)(4-(difluoromethyl)quinolin-2-yl)(phenyl)phosphorus oxide